N-Hydroxy-2-(methyl((2-(1-methyl-1H-pyrazol-4-yl)-4-morpholinothieno[3,2-d]pyrimidin-6-yl)methyl)amino)pyrimidine-5-carboxamide ONC(=O)C=1C=NC(=NC1)N(CC1=CC=2N=C(N=C(C2S1)N1CCOCC1)C=1C=NN(C1)C)C